C(C)(C)(C)C=1C=C(C=O)C=C(C1O)C(C)(C)C 3,5-Di-tertbutyl-4-hydroxybenzaldehyd